CN1CC2=CC(=CC=C2CC1)C1(NC=2C(=CC=C(C2C=N1)N)C=1C=NC=CC1C)N 2-(2-methyl-1,2,3,4-tetrahydroisoquinolin-7-yl)-8-(4-methylpyridin-3-yl)quinazoline-2,5-diamine